2-methoxy-4-(1-methyl-1H-imidazol-5-yl)aniline COC1=C(N)C=CC(=C1)C1=CN=CN1C